3-{3-[(4-ethylpiperazin-1-yl)-sulfonyl]phenyl}-3-[4-(7H-pyrrolo[2,3-d]-pyrimidin-4-yl)-1H-pyrazol-1-yl]propanenitrile C(C)N1CCN(CC1)S(=O)(=O)C=1C=C(C=CC1)C(CC#N)N1N=CC(=C1)C=1C2=C(N=CN1)NC=C2